10-hydroxydecanoic acid-2-butyloctyl ester C(CCC)C(COC(CCCCCCCCCO)=O)CCCCCC